COC1=NC=C(C(=N1)OC)C=1C=C(C=2N(N1)C=CN2)N2C[C@@H](CC2)C2=CC=C(C=C2)F 6-(2,4-dimethoxypyrimidin-5-yl)-8-[(3S)-3-(4-fluorophenyl)pyrrolidin-1-yl]imidazo[1,2-b]pyridazine